C(C)(=O)OC[C@@H]1N(CCN(C1)C1=CC(=C(C=C1)[N+](=O)[O-])C1CC1)C(=O)OC(C)(C)C tert-butyl (R)-2-(acetoxymethyl)-4-(3-cyclopropyl-4-nitrophenyl)piperazine-1-carboxylate